tert-butyl (S)-(1-(4,4-difluorocyclohexyl)-2-((2-hydroxy-5-(2-methoxyacetyl)phenyl)amino)-2-oxoethyl)carbamate FC1(CCC(CC1)[C@@H](C(=O)NC1=C(C=CC(=C1)C(COC)=O)O)NC(OC(C)(C)C)=O)F